4-amino-9-(2-((1R,3S,5R)-3-((6-bromopyridin-2-yl)carbamoyl)-2-azabicyclo[3.1.0]hexan-2-yl)-2-oxoethyl)-N-(cyclopropylmethyl)-9H-pyrimido[4,5-b]indole-6-carboxamide NC1=NC=NC=2N(C3=CC=C(C=C3C21)C(=O)NCC2CC2)CC(=O)N2[C@@H]1C[C@@H]1C[C@H]2C(NC2=NC(=CC=C2)Br)=O